1-(3-(tertbutyl)-5-fluorophenyl)ethanone C(C)(C)(C)C=1C=C(C=C(C1)F)C(C)=O